CC1CC(OC1(C(F)(F)F)C)C(=O)[O-] 4,5-dimethyl-5-(trifluoromethyl)tetrahydrofuran-2-carboxylate